1-(2-fluorophenyl)-5-(5-fluoropyridin-3-yl)-1H-pyrazole-3-ol FC1=C(C=CC=C1)N1N=C(C=C1C=1C=NC=C(C1)F)O